N-[(3R,4S)-1-(4,4-difluorocyclohexanecarbonyl)-4-fluoropyrrolidin-3-yl]-2-fluorobenzamide FC1(CCC(CC1)C(=O)N1C[C@H]([C@H](C1)F)NC(C1=C(C=CC=C1)F)=O)F